IC=1C=2CCN(C(C2C2=C(C1)C=CN2)=O)C 5-iodo-8-methyl-6,7-dihydro-1H-pyrrolo[3,2-H]Isoquinolin-9-one